CNC(=O)C1=C(N=CS1)OCC1CCN(CC1)CC1=CC(=CC=C1)[N+](=O)[O-] N-methyl-4-((1-(3-nitrobenzyl)piperidin-4-yl)methoxy)thiazole-5-carboxamide